N1C=NC(=C1)CN1CCN(CC1)C(=O)OC(C)(C)C tert-Butyl 4-(1H-imidazol-4-ylmethyl)piperazine-1-carboxylate